N(=[N+]=[N-])P(C1=CC=CC=C1)C1=CC=CC=C1 azidodiphenylphosphorus